(iminomethyl)cyclohexane-1-carboxylic acid N=CC1(CCCCC1)C(=O)O